C(C=C)OCC(COCCOCCOCCOCCN=[N+]=[N-])(COCCOCCOCCOCCN=[N+]=[N-])C 14-((allyloxy)methyl)-1,27-diazido-14-methyl-3,6,9,12,16,19,22,25-octaoxaheptacosane